Di(isobutyl)naphthalenesulfonic acid sodium salt [Na+].C(C(C)C)C=1C(=C(C2=CC=CC=C2C1)S(=O)(=O)[O-])CC(C)C